FC(C=1C=C(CCl)C=C(C1)C(F)(F)F)(F)F 3,5-bistrifluoromethyl-benzyl chloride